C12CN(CC(CC1)N2)C=2C=1N(N=CC2)C=C(C1)C1=CC(=NC=C1F)OC 4-(3,8-diazabicyclo[3.2.1]octan-3-yl)-6-(5-fluoro-2-methoxypyridin-4-yl)pyrrolo[1,2-b]pyridazine